NC1C(CN(CCC1)C(=O)OCC1=CC=CC=C1)C benzyl 4-amino-3-methylazepane-1-carboxylate